(10-(4-phenylnaphthalen-1-yl)anthracen-9-yl)boronic acid C1(=CC=CC=C1)C1=CC=C(C2=CC=CC=C12)C1=C2C=CC=CC2=C(C2=CC=CC=C12)B(O)O